4-((2S,4R)-2-((difluoromethoxy)methyl)-4-hydroxypyrrolidin-1-yl)benzoic acid FC(OC[C@H]1N(C[C@@H](C1)O)C1=CC=C(C(=O)O)C=C1)F